ClC1=C(C(=O)N[C@@H](CC(C)C)C2N(OCC2)[C@@H](CC(C)C)B2O[C@@]3([C@H](O2)C[C@H]2C([C@@H]3C2)(C)C)C)C=C(C=C1)Cl 3-((S)-1-(2,5-dichlorobenzamido)-3-methylbutyl)-N-((R)-3-methyl-1-((3aS,4S,6S,7aR)-3a,5,5-trimethylhexahydro-4,6-methanobenzo[d][1,3,2]dioxaborol-2-yl)butyl)-4,5-dihydroisoxazole